(5R)-2-(2-chloro-1,3-benzothiazole-7-carbonyl)-9,9-dimethyl-8-oxo-2-azaspiro[4.5]dec-6-ene-7-carbonitrile ClC=1SC2=C(N1)C=CC=C2C(=O)N2C[C@]1(CC2)C=C(C(C(C1)(C)C)=O)C#N